2-(4-methyltetrahydro-2H-pyran-4-yl)-6-vinylquinoline CC1(CCOCC1)C1=NC2=CC=C(C=C2C=C1)C=C